[2-(aminomethyl)-3,3-difluoro-allyl]-4-[3-methyl-5-(1H-pyrrolo[2,3-b]pyridin-5-yl)-2-pyridinyl]-1,2,4-triazol-3-one trifluoroacetate salt FC(C(=O)O)(F)F.NCC(CC=1N(C(NN1)=O)C1=NC=C(C=C1C)C=1C=C2C(=NC1)NC=C2)=C(F)F